C(C=C)(=O)NC(CS(=O)(=O)O)(C)C 2-acrylamido-2-methylpropane-sulphonic acid